C(=O)=C(CCCC)C1=C(C(=O)O)C=CC=C1 2-(alpha-carbonyl-pentyl)benzoic acid